O=C1NC=C(C(N1)=O)C1=CC(=C(N=N1)C#N)N1CCOC2(CC2)C1 6-(2,4-dioxo-1H-pyrimidin-5-yl)-4-(4-oxa-7-azaspiro[2.5]octan-7-yl)pyridazine-3-carbonitrile